4-fluoro-2-(5-fluoro-2-methoxypyridin-3-yl)pyrrolidine-1-carboxylic acid tert-butyl ester C(C)(C)(C)OC(=O)N1C(CC(C1)F)C=1C(=NC=C(C1)F)OC